2-((3-(2,6-dioxopiperidin-3-yl)-1-methyl-1H-indazol-7-yl)oxy)-N-((5-methyl-isoxazol-3-yl)methyl)acetamide O=C1NC(CCC1C1=NN(C2=C(C=CC=C12)OCC(=O)NCC1=NOC(=C1)C)C)=O